(R)-2-methyl-N-((R/S)-1-(3-nitro-5-(trifluoromethyl)phenyl)ethyl)propane-2-sulfinamide CC(C)(C)[S@@](=O)N[C@H](C)C1=CC(=CC(=C1)C(F)(F)F)[N+](=O)[O-] |&1:7|